1-(4-(2-(2,4-Dichlorophenyl)-6-methoxy-3,4-dihydronaphthalen-1-yl)phenyl)-4-isopropylpiperazine ClC1=C(C=CC(=C1)Cl)C1=C(C2=CC=C(C=C2CC1)OC)C1=CC=C(C=C1)N1CCN(CC1)C(C)C